F[C@H]1[C@@H](O[C@@H]([C@H]1O)C(O)C(C1=CC=CC=C1)(C1=CCC(C=C1)(OC)OC)C1=CC=CC=C1)N1C(=O)NC(=O)C=C1 deoxy-2'-fluoro-5'-(4',4'-dimethoxytrityl)uridine